The molecule is a primary alcohol that is ethanol in which one of the methyl hydrogens is replaced by a morpholin-4-yl group. It is a primary alcohol, a tertiary amino compound and a member of morpholines. C1COCCN1CCO